N-((1s,3s)-3-(6-((1-(2-(1-(2-(2,6-dioxopiperidin-3-yl)-1,3-dioxoisoindoline-4-yl)piperidin-4-yl)acetyl)piperidin-4-yl)amino)-9H-purin-9-yl)cyclobutyl)-6-methylpicolinamide O=C1NC(CC[C@@H]1N1C(C2=CC=CC(=C2C1=O)N1CCC(CC1)CC(=O)N1CCC(CC1)NC1=C2N=CN(C2=NC=N1)C1CC(C1)NC(C1=NC(=CC=C1)C)=O)=O)=O